C(C1=CC=CC=C1)(=O)OOCCCC=O 4-oxobutoxy benzoate